ethyl-1-[5-(5-fluoro-2-methoxypyridin-4-yl)-1-[[2-(trimethylsilyl)ethoxy]methyl]pyrazole-3-carbonyl]piperidine-4-carboxylic acid C(C)C1N(CCC(C1)C(=O)O)C(=O)C1=NN(C(=C1)C1=CC(=NC=C1F)OC)COCC[Si](C)(C)C